1-(3,4-dimethoxybenzyl)-6,7-dimethoxyisoquinoline COC=1C=C(CC2=NC=CC3=CC(=C(C=C23)OC)OC)C=CC1OC